C(C1=CC=CC=C1)OCC(CO)O 3-benzyloxy-1,2-propanediol